NC1CCC(NC1)=O 5-aminopiperidin-2-one